(+-)-2-fluoro-4-(3-fluoro-4-(2-((2R)-2-hydroxy-7-azabicyclo[2.2.1]heptan-7-yl)acetyl)-2,5-dimethyl-1H-pyrrol-1-yl)benzonitrile FC1=C(C#N)C=CC(=C1)N1C(=C(C(=C1C)C(CN1C2[C@@H](CC1CC2)O)=O)F)C